2-(4-(4-(benzyloxy)-3-fluoro-5-methoxyphenyl)-6-methoxy-3-methyl-2-oxo-2,3-dihydro-1H-benzo[d]imidazol-1-yl)-N-(4-fluorophenyl)acetamide aluminum-titanium iron [Fe].[Ti].[Al].C(C1=CC=CC=C1)OC1=C(C=C(C=C1OC)C1=CC(=CC=2N(C(N(C21)C)=O)CC(=O)NC2=CC=C(C=C2)F)OC)F